fluoro-6-((4-fluoro-2-formylphenyl)amino)-3-(trifluoromethyl)-benzoic acid methyl ester COC(C1=C(C(=CC=C1NC1=C(C=C(C=C1)F)C=O)C(F)(F)F)F)=O